(+-)-trans-1,2-diaminocyclohexane N[C@H]1[C@@H](CCCC1)N |r|